4,5-dibromo-N-methoxy-N-methyl-pyridine-3-carboxamide BrC1=C(C=NC=C1Br)C(=O)N(C)OC